O=C1N(CCC1)C1CCN2C3=C(C=C2C1)C=C(C=N3)C(F)(F)F 2-oxo-1-(3-(trifluoromethyl)-6,7,8,9-tetrahydropyrido[3,2-b]indolizin-7-yl)pyrrolidin